methyl 5-[3-(2,6-difluoro-4-methoxyphenyl)-4-[4-(difluoromethoxy)benzamido]-2-methyl-5-oxo-2,3-dihydro-1H-pyrazol-1-yl]pyridine-3-carboxylate FC1=C(C(=CC(=C1)OC)F)C1N(N(C(C1NC(C1=CC=C(C=C1)OC(F)F)=O)=O)C=1C=C(C=NC1)C(=O)OC)C